6-{[6-(2-fluoro-3-methoxyphenyl)pyridin-2-yl]oxy}-2,3-dihydro-1H-indol-2-one FC1=C(C=CC=C1OC)C1=CC=CC(=N1)OC1=CC=C2CC(NC2=C1)=O